C(C=C)(=O)OCCCCC#C hex-5-yn-1-yl acrylate